C(CCCCCC)C1C(CCC1)=O 2-heptyl-cyclopentan-1-one